C(=CCCCCCCCCCCCCCCCC)N1C(=C(C(C2=C(C=C(C=C12)OC)OC)=O)OC)C1=CC=CC=C1 N-octadecenyl-2-phenyl-3,5,7-trimethoxyquinolin-4-one